(3-((2,4-dichlorophenoxy)methyl)phenyl)acetic acid ClC1=C(OCC=2C=C(C=CC2)CC(=O)O)C=CC(=C1)Cl